F.[K].B(O)O boronic acid compound with potassium hydrogen fluoride